(S)-5-(4-((tert-butyldiphenylsilyl)oxy)-3-methylbut-1-yn-1-yl)-N-(4-(methylsulfonyl)phenyl)-2,6-naphthyridin-3-amine [Si](C1=CC=CC=C1)(C1=CC=CC=C1)(C(C)(C)C)OC[C@H](C#CC1=C2C=C(N=CC2=CC=N1)NC1=CC=C(C=C1)S(=O)(=O)C)C